Methyl 6-(benzyloxy)-9-(N-phenylsulfamoyl)-[1,2,4]triazolo[5,1-a]isoquinoline-5-carboxylate C(C1=CC=CC=C1)OC1=C(N2C(C3=CC(=CC=C13)S(NC1=CC=CC=C1)(=O)=O)=NC=N2)C(=O)OC